N1=CC(=CC=C1)C1=CC=C(C=C1)C 4-(3-pyridyl)phenyl-methane